ClC=1C=CC(=C(C1)C1=CC(=CN=N1)NC1=CC=NC2=CN=C(C=C12)C(=O)NC1CCN(CC1)C)F 4-{[6-(5-Chloro-2-Fluorophenyl)Pyridazin-4-yl]Amino}-N-(1-Methylpiperidin-4-yl)-1,7-Naphthyridin-6-Carboxamid